C(C)N(CCCOCC(=O)O)CCOC1=CC=C(C=C1)OC=1C2=C(SC1C(C1=CC(=CC=C1)F)=O)C=C(C=C2)O 2-(3-(ethyl(2-(4-((2-(3-fluorobenzoyl)-6-hydroxybenzo[b]thiophen-3-yl)oxy)phenoxy)ethyl)amino)propoxy)acetic acid